N-{3-[2-tert-Butyl-5-(2-chloro-pyrimidin-4-yl)-thiazol-4-yl]-2-methoxy-phenyl}-2,6-difluoro-benzenesulfonamide C(C)(C)(C)C=1SC(=C(N1)C=1C(=C(C=CC1)NS(=O)(=O)C1=C(C=CC=C1F)F)OC)C1=NC(=NC=C1)Cl